C(C1=CC=CC=C1)NC(CC1=CC(=C(C=C1)C1=CN=C(S1)[C@@H]1CC[C@H](CC1)NC(OC1COC1)=O)S(NC(C)(C)C)(=O)=O)=O oxetan-3-yl trans-N-[4-[5-[4-[2-(benzylamino)-2-oxo-ethyl]-2-(tert-butylsulfamoyl)phenyl]thiazol-2-yl]cyclohexyl]carbamate